methyl 3-{[3-(dimethylamino)propyl]amino}dodecanoate CN(CCCNC(CC(=O)OC)CCCCCCCCC)C